5,6-dihydro-4H-pyran-2-carboxylic acid O1C(=CCCC1)C(=O)O